ClC=1C=C(C=C(C1OC1=CNC(C(=C1)N(C)C)=O)Cl)N1N=C(C(NC1=O)=O)NC(OC(C)(C)C)=O tertbutyl (2-(3,5-dichloro-4-((5-(dimethylamino)-6-oxo-1,6-dihydropyridin-3-yl)oxy)phenyl)-3,5-dioxo-2,3,4,5-tetrahydro-1,2,4-triazin-6-yl)carbamate